(E)-3-(4-(((1-(4-(4-Cyano-3-fluorophenyl)-5-(3-hydroxy-4-methoxyphenyl)-1-methyl-6-oxo-1,6-dihydropyrimidin-2-yl)piperidin-4-yl)amino)methyl)phenyl)-N-hydroxyacrylamide formate C(=O)O.C(#N)C1=C(C=C(C=C1)C=1N=C(N(C(C1C1=CC(=C(C=C1)OC)O)=O)C)N1CCC(CC1)NCC1=CC=C(C=C1)/C=C/C(=O)NO)F